3-chloro-8,8-difluoro-2-methoxy-5,6,7,8-tetrahydronaphthalene-1-carboxylic acid ClC=1C(=C(C=2C(CCCC2C1)(F)F)C(=O)O)OC